4-Cyclohexylstyrene C1(CCCCC1)C1=CC=C(C=C)C=C1